2-(2-methoxy-6-methylpyridin-3-yl)-N-[(3S)-2-oxo-5-phenyl-1,3-dihydro-1,4-benzodiazepine-3-Yl]pyrazolo[1,5-a]pyrimidine-3-carboxamide COC1=NC(=CC=C1C1=NN2C(N=CC=C2)=C1C(=O)N[C@@H]1C(NC2=C(C(=N1)C1=CC=CC=C1)C=CC=C2)=O)C